C(C1=CC=CC=C1)NC(=O)O[C@H]1[C@H](N(C[C@@H]1OC(=O)OC(C)(C)C)C(=O)OC(C)(C)C)CC1=CC=C(C=C1)C=1N=NN(C1)C tert-butyl (2R,3S,4S)-3-[(benzylcarbamoyl)oxy]-4-[(tert-butoxycarbonyl)oxy]-2-{[4-(1-methyl-1,2,3-triazol-4-yl)phenyl]methyl}pyrrolidine-1-carboxylate